ethyl (R,Z)-3-((5-(tert-butyl)-3-butyl-2-methyl-7-(methylthio)-1,1-dioxido-2,3,4,5-tetrahydro benzo[f][1,2,5]thiadiazepin-8-yl)oxy)-2-fluoroacrylate C(C)(C)(C)N1C[C@H](N(S(C2=C1C=C(C(=C2)O\C=C(\C(=O)OCC)/F)SC)(=O)=O)C)CCCC